C(C)[C@@H]1N(C(OC1)=O)C1=CC=C2C=NC(=NC2=C1)NC1=C(C=C2CCN(CC2=C1)C)OC |o1:2| (S or R)-4-ethyl-3-{2-[(6-methoxy-2-methyl-1,2,3,4-tetrahydroisoquinolin-7-yl)amino]quinazolin-7-yl}-1,3-oxazolidin-2-one